ClC1=C(CCN(S(=O)(=O)C(F)(F)F)CC(OC)OC)C=C(C=C1)CCO N-(2-Chloro-5-(2-hydroxyethyl)phenethyl)-N-(2,2-dimethoxyethyl)-1,1,1-trifluoromethanesulfonamide